C(C)(C)(C)OC(=O)N(S(=O)(=O)C)CC1C(N(CC1)C(=O)OC(C)(C)C)C tert-butyl 3-[[tert-butoxycarbonyl (methylsulfonyl) amino] methyl]-2-methyl-pyrrolidine-1-carboxylate